CNC(CCC1=CNC2=NC=CC=C21)=O N-methyl-3-(1H-pyrrolo[2,3-b]pyridin-3-yl)propanamide